OCCNC1=NC=NC=N1 2-hydroxyethylamino-S-triazine